Ethyl (1R,2S)-2-[3-{[(1-[(2S)-2-butanyl]-5-{2-[(2-chloro-6-fluoro-4-pyridinyl)oxy]ethyl}-1H-pyrrol-2-yl)carbonyl]amino}-4-(trifluoromethyl)phenyl]cyclopropanecarboxylate C[C@@H](CC)N1C(=CC=C1CCOC1=CC(=NC(=C1)F)Cl)C(=O)NC=1C=C(C=CC1C(F)(F)F)[C@@H]1[C@@H](C1)C(=O)OCC